BrC=1C=C(C=CC1OC)[C@@]1(OC(C[C@]1(C1=CC=C(C=C1)OC1=CC=CC=C1)C)=O)C#N (2s,3s)-2-(3-bromo-4-methoxyphenyl)-3-methyl-5-oxo-3-(4-phenoxyphenyl)tetrahydrofuran-2-carbonitrile